(2S,4R)-5-oxo-4-(2,2,2-trifluoroethyl)pyrrolidin O=C1[C@H](CCN1)CC(F)(F)F